FC1=C(C=CC(=C1)F)C1=NC(=C2C(=N1)N(N=C2)C2=CC=C(C=C2)C)NC(=O)C=2SC(=CC2)[N+](=O)[O-] N-(6-(2,4-difluorophenyl)-1-(p-tolyl)-1H-pyrazolo[3,4-d]pyrimidin-4-yl)-5-nitrothiophene-2-carboxamide